9,10-bis(n-butoxycarbonyldecyleneoxy)anthracene C(CCC)OC(=O)CCCCCCCCCCOC=1C2=CC=CC=C2C(=C2C=CC=CC12)OCCCCCCCCCCC(=O)OCCCC